C(C=C)(=O)OCCCC[N+](C)(C)C acryloyloxybutyl-trimethylammonium